CC1=C(C(=CC=C1)C)C#CC(=O)OC1=NC(=CC=C1)N(C)CC(=O)OC 6-((2-methoxy-2-oxoethyl)(methyl)amino)pyridin-2-yl 3-(2,6-dimethylphenyl)propiolate